(S)-S-(2-(2-(8-amino-1-(4-(pyridin-2-ylcarbamoyl)phenyl)imidazo[1,5-a]pyrazin-3-yl)pyrrolidin-1-yl)-2-oxoethyl) ethanethioate C(C)(SCC(=O)N1[C@@H](CCC1)C1=NC(=C2N1C=CN=C2N)C2=CC=C(C=C2)C(NC2=NC=CC=C2)=O)=O